1-(6,7-dihydro-5H-benzo[6,7]cyclohepta[1,2-c]pyridazin-3-yl)-N3-(4-(4-isopropylpiperazin-1-ylprop-1-enyl)phenyl)-1H-1,2,4-triazole-3,5-diamine N1=NC(=CC2=C1C1=C(CCC2)C=CC=C1)N1N=C(N=C1N)NC1=CC=C(C=C1)C=CCN1CCN(CC1)C(C)C